lithium R-beta-hydroxybutyrate O[C@@H](CC(=O)[O-])C.[Li+]